4-(3-(2-(diphenylamino)pyrimidin-5-yl)ureido)-N-(7-(hydroxyamino)-7-oxoheptyl)benzamide C1(=CC=CC=C1)N(C1=NC=C(C=N1)NC(NC1=CC=C(C(=O)NCCCCCCC(=O)NO)C=C1)=O)C1=CC=CC=C1